4,4-dimethyl-3-oxo-pentanoic acid CC(C(CC(=O)O)=O)(C)C